N-(2-(5-bromo-3-methyl-1-octanoylindolin-3-yl)ethyl)-N-methylacetamide BrC=1C=C2C(CN(C2=CC1)C(CCCCCCC)=O)(C)CCN(C(C)=O)C